The molecule is an acyl-CoA that results from the formal condensation of the thiol group of coenzyme A with the carboxy group of (2,3,3-trimethyl-5-oxocyclopent-3-enyl)acetic acid. It derives from a (2,2,3-trimethyl-5-oxocyclopent-3-en-1-yl)acetic acid and a coenzyme A. CC1=CC(=O)C(C1(C)C)CC(=O)SCCNC(=O)CCNC(=O)[C@@H](C(C)(C)COP(=O)(O)OP(=O)(O)OC[C@@H]2[C@H]([C@H]([C@@H](O2)N3C=NC4=C(N=CN=C43)N)O)OP(=O)(O)O)O